[Y].CN(C(N(C(C)C)C)=N)C(C)C.CN(C(N(C(C)C)C)=N)C(C)C.CN(C(N(C(C)C)C)=N)C(C)C tri(dimethyl-diisopropyl-guanidine) yttrium